2,6-Dihydroxyanthracene OC1=CC2=CC3=CC=C(C=C3C=C2C=C1)O